NC1=NC=C(C2=C1C(=C(S2)C2=C(C=C(C=C2)NC(C(=C)C)=O)C)C2=CC(=C(C=C2)OC2=NC=CC(=N2)C)F)C=2C=NN(C2)C(C)C N-(4-(4-amino-3-(3-fluoro-4-((4-methylpyrimidin-2-yl)oxy)phenyl)-7-(1-isopropyl-1H-pyrazol-4-yl)thieno[3,2-c]pyridin-2-yl)-3-methylphenyl)methacrylamide